C(C)C1=NN2C(C=C(C=C2C)N2CC3(C2)CN(C3)C(=O)C3(CC3)O)=C1N(C=1SC(=C(N1)C1=CC=C(C=C1)F)C#N)C 2-((2-ethyl-5-(6-(1-hydroxycyclopropane-1-carbonyl)-2,6-diazaspiro[3.3]heptan-2-yl)-7-methylpyrazolo[1,5-a]pyridin-3-yl)(methyl)amino)-4-(4-fluorophenyl)thiazole-5-carbonitrile